1-(3-methoxy-5-((4-methoxybenzyl)oxy)pyridin-4-yl)ethan-1-one COC=1C=NC=C(C1C(C)=O)OCC1=CC=C(C=C1)OC